C(C)(C)(C)[Si](OC(CC=O)C1=CC=CC=C1)(C)C 3-[tert-butyl-(dimethyl)silyl]oxy-3-phenylpropionaldehyde